ethanol-gluconic acid O=C([C@H](O)[C@@H](O)[C@H](O)[C@H](O)CO)O.C(C)O